N-((1S,2R)-2-Aminocyclopentyl)-5-(2-methyl-4-phenoxyphenyl)-4-oxo-4,5-dihydro-3H-1-thia-3,5,8-triazaacenaphthylene-2-carboxamide N[C@H]1[C@H](CCC1)NC(=O)C=1SC=2N=CC=C3N(C(NC1C23)=O)C2=C(C=C(C=C2)OC2=CC=CC=C2)C